CC(C(=O)O)(F)F.FC(C(=O)OC)F methyl difluoroacetate (methyl 2,2-difluoroacetate)